3-(piperidin-4-yl)isoxazol-5-amine N1CCC(CC1)C1=NOC(=C1)N